1-(1H-imidazol-1-yl)-N-(5-methoxypyridin-3-yl)imidazo[1,5-a]pyridine-3-carboxamide N1(C=NC=C1)C=1N=C(N2C1C=CC=C2)C(=O)NC=2C=NC=C(C2)OC